2-(5-methyl-2-(2-morpholinoethoxy)benzyl)cyclohexan-1-one CC=1C=CC(=C(CC2C(CCCC2)=O)C1)OCCN1CCOCC1